2-Methoxy-4-(2,2,2-trifluoro-1-morpholinoethyl)aniline COC1=C(N)C=CC(=C1)C(C(F)(F)F)N1CCOCC1